C(C)(C)C1=C(NC2=CC=C(C=C12)N1C(C(CC1)OS(=O)(=O)C(F)(F)F)=O)C1=CC(=NC=C1)C trifluoromethanesulfonic acid 1-(3-isopropyl-2-(2-methylpyridin-4-yl)-1H-indol-5-yl)-2-oxopyrrolidin-3-yl ester